2-Methoxy-5-nitro-6-phenyl-3-((E)-2-(trans-4-(trifluoromethyl)cyclohexyl)vinyl)pyridine COC1=NC(=C(C=C1\C=C\[C@@H]1CC[C@H](CC1)C(F)(F)F)[N+](=O)[O-])C1=CC=CC=C1